FC1CNCCC1N1CC2=NC(=C(C=C2C1=O)CC1=CC=C(C=C1)OC)C 6-(3-fluoro-piperidin-4-yl)-2-methyl-3-(4-methoxybenzyl)-6,7-dihydro-pyrrolo[3,4-b]pyridin-5-one